Cl.NC1(C(C(CCC1)(C)O)=O)C1=CC=C(C=C1)C(F)(F)F 2-amino-6-hydroxy-6-methyl-2-(4-(trifluoromethyl)phenyl)cyclohexan-1-one hydrochloride